FC(CNC1CC2(CN(C2)C(=O)OC(C)(C)C)C1)F tert-butyl 6-((2,2-difluoroethyl) amino)-2-azaspiro[3.3]heptane-2-carboxylate